C(C)(C)(C)C1=CC(=NO1)NC(=O)NC1=CC=C(C=C1)C1=NNC(=C1)C1=CC=C(C=C1)OCCN1CCOCC1 1-(5-(tert-butyl)isoxazol-3-yl)-3-(4-(5-(4-(2-morpholinoethoxy)phenyl)-1H-pyrazol-3-yl)phenyl)urea